4-(4,4,5,5-tetramethyl-1,3,2-dioxaborolan-2-yl)-3-cyclohexene CC1(OB(OC1(C)C)C1=CCCCC1)C